norbornane-2,6-dicarboxylic acid C12C(CC(CC1C(=O)O)C2)C(=O)O